C(#CC)N[C@@H](CCC(=O)[O-])C(=O)[O-] propynyl-L-glutamate